FC=1C(=NC=C(C1)F)N1N=C(C=C1)NC(C1=C(C=CC=C1)C(F)(F)F)=O N-[1-(3,5-Difluoro-2-pyridinyl)-1H-pyrazol-3-yl]-2-(trifluoromethyl)benzamid